1,4-bis(3-chloropropyl)-1,4-dihydropyrazine ClCCCN1C=CN(C=C1)CCCCl